((1R,2R,3S,4R)-4-(4-chloro-7H-pyrrolo[2,3-d]pyrimidin-7-yl)-2,3-dihydroxycyclopentyl)methylacetamide ClC=1C2=C(N=CN1)N(C=C2)[C@H]2[C@@H]([C@@H]([C@@H](C2)CCC(=O)N)O)O